Diphenyl-(2-chlorophenyl)methanol C1(=CC=CC=C1)C(O)(C1=C(C=CC=C1)Cl)C1=CC=CC=C1